C1CNCCC12CCC(CC2)CN2CCC(CC2)N2N=C1C=C(C(=CC1=C2)NC(=O)C2=NC(=CC=C2)C(F)(F)F)OC2COC2 N-(2-(1-((3-azaspiro[5.5]undec-9-yl)methyl)piperidin-4-yl)-6-(oxetan-3-yloxy)-2H-indazol-5-yl)-6-(trifluoromethyl)pyridinecarboxamide